NC1=C(C(=CC=2N(C(=NC21)C)C)C2CC2)C2=CC=CN1C(=CC(=C21)\C=C\OCC)C(=O)C2=CC(=C(C(=C2)F)F)F (E)-(8-(4-amino-6-cyclopropyl-1,2-dimethyl-1H-benzo[d]imidazol-5-yl)-1-(2-ethoxyvinyl)indolizin-3-yl)(3,4,5-trifluorophenyl)methanone